3-(5-fluoropyridin-2-yl)-1,2,4-oxadiazole FC=1C=CC(=NC1)C1=NOC=N1